S(=O)(=O)(C1=CC=C(C)C=C1)N[C@@H](CC1=CC=CC=C1)C(=O)F tosyl-L-phenylalanyl fluoride